C(C)(C)(C)C=1N(C2=CC=CC=C2C1P(C1CCCCC1)C1CCCCC1)C 2-(tert-butyl)-3-(dicyclohexylphosphino)-1-methyl-1H-indole